N-(5-Chloro-6-(2H-1,2,3-triazol-2-yl)pyridin-3-yl)-1-(isochinolin-1-yl)-5-(trifluoromethyl)-1H-pyrazol-4-carboxamid ClC=1C=C(C=NC1N1N=CC=N1)NC(=O)C=1C=NN(C1C(F)(F)F)C1=NC=CC2=CC=CC=C12